3-(1H-tetrazol-1-yl)propan-2-ol N1(N=NN=C1)CC(C)O